C(=C)C1=CC=C(CN(CC)CC)C=C1 N-(4-vinylbenzyl)-N,N-diethylamine